5-chloro-4-(cyanomethyl)nicotinonitrile ClC=1C=NC=C(C#N)C1CC#N